platinum diarsenite [As]([O-])([O-])[O-].[As]([O-])([O-])[O-].[Pt+6]